5-(6,7-dihydro-5H-cyclopenta[b]pyridin-3-yl)-1-(2-((2S)-5-fluoro-2-((6-methylpyridin-2-yl)carbamoyl)azepan-1-yl)-2-oxoethyl)-1H-indole-3-carboxamide N1=C2C(=CC(=C1)C=1C=C3C(=CN(C3=CC1)CC(=O)N1[C@@H](CCC(CC1)F)C(NC1=NC(=CC=C1)C)=O)C(=O)N)CCC2